C(C)(C)(C)[Si](OCC=1N=C2N(C=C(C=C2N2C(N(C(C2)=O)CC(=O)OC)=O)C2CC2)C1)(C)C methyl 2-(3-(2-(((tertbutyldimethylsilyl)oxy)methyl)-6-cyclopropylimidazo[1,2-a]pyridin-8-yl)-2,5-dioxoimidazolidin-1-yl)acetate